CC1=C(OC2=CC=C(C=C2)O)C=CC(=C1)C 4-(2,4-dimethyl-phenoxy)-phenol